(S)-N-(1-(5-(4-(3-aminoprop-1-yn-1-yl)phenyl)furan-2-carbonyl)piperidin-4-yl)-2-(4-(4-chlorophenyl)-2,3,9-trimethyl-6H-thieno[3,2-f][1,2,4]triazolo[4,3-a][1,4]diazepin-6-yl)acetamide NCC#CC1=CC=C(C=C1)C1=CC=C(O1)C(=O)N1CCC(CC1)NC(C[C@H]1C=2N(C3=C(C(=N1)C1=CC=C(C=C1)Cl)C(=C(S3)C)C)C(=NN2)C)=O